4-benzyl-N-(1H-indol-6-ylsulfonyl)-2,3-dihydro-1,4-benzoxazin-6-amine C(C1=CC=CC=C1)N1CCOC2=C1C=C(C=C2)NS(=O)(=O)C2=CC=C1C=CNC1=C2